N-[3-[2-(difluoromethoxy)-5-[3-(4-morpholinopiperidine-1-carbonyl)phenoxy]phenyl]-1-methyl-pyrazol-4-yl]pyrazolo[1,5-a]pyrimidine-3-carboxamide FC(OC1=C(C=C(C=C1)OC1=CC(=CC=C1)C(=O)N1CCC(CC1)N1CCOCC1)C1=NN(C=C1NC(=O)C=1C=NN2C1N=CC=C2)C)F